N-(6-((5-isopropyl-2-((2-methoxy-5-(1-methyl-1H-pyrazol-4-yl)-4-(4-(4-methylpiperazin-1-yl)piperidin-1-yl)phenyl)amino)pyrimidin-4-yl)amino)quinoxalin-5-yl)methanesulfonamide C(C)(C)C=1C(=NC(=NC1)NC1=C(C=C(C(=C1)C=1C=NN(C1)C)N1CCC(CC1)N1CCN(CC1)C)OC)NC=1C(=C2N=CC=NC2=CC1)NS(=O)(=O)C